C(CC=C)OC1=C(CNC2=NC(=NC=3N2N=CC3C(C)C)SC)C=CC(=C1)S(=O)(=O)C N-(2-(but-3-en-1-yloxy)-4-(methylsulfonyl)benzyl)-8-isopropyl-2-(methylsulfanyl)pyrazolo[1,5-a][1,3,5]triazin-4-amine